C(C)N(CCOC1=C(C2=CC=CC=C2C=C1)SC1=C(C=CC2=CC=CC=C12)O)CC ((2-(2-(diethylamino)ethoxy)naphthalen-1-yl)thio)naphthalen-2-ol